(1aR,5aR)-2-(4-Methoxy-pyridin-2-yl)-1a,2,5,5a-tetrahydro-1H-2,3-diaza-cyclopropa[a]pentalene-4-carboxylic acid ((S)-1-hydroxymethyl-2,2-dimethylpropyl)-amide OC[C@H](C(C)(C)C)NC(=O)C=1C=2C[C@@H]3[C@H](C2N(N1)C1=NC=CC(=C1)OC)C3